CC1(CCC=2C1=NC1=C(C2NC(=O)N=[S@@](=O)(N)C2=NN(C=C2)C2=CC=CC=C2)CCC1)C (S)-N'-((3,3-dimethyl-1,2,3,5,6,7-hexahydrodicyclopenta[b,e]pyridin-8-yl)carbamoyl)-1-phenyl-1H-pyrazole-3-sulfonimidamide